ClC1=C(C=C(C=2C3=C(NC12)CCNC([C@H]3C)=O)NC(CO)=O)Cl (S)-N-(7,8-Dichloro-1-methyl-2-oxo-1,2,3,4,5,6-hexahydroazepino[4,5-b]indol-10-yl)-2-hydroxyacetamide